1,4-dihydroxylanthraquinone OC1=CC=C(C=2C(C3=CC=CC=C3C(C12)=O)=O)O